(1'S,2'R)-8-(((1S,3S)-3-aminocyclopentyl)amino)-6,7-dihydrospiro[cyclopenta[d]pyrazolo[1,5-a]pyrimidine-5,1'-cyclopentane]-2'-ol N[C@@H]1C[C@H](CC1)NC1=C2C(=NC=3N1N=CC3)[C@@]3([C@@H](CCC3)O)CC2